4-[(4-isocyanatocyclohexyl)methyl]cyclohexane N(=C=O)C1CCC(CC1)CC1CCCCC1